1-cyclohexyl-3-(1-(4-fluorobenzyl)indolin-5-yl)urea C1(CCCCC1)NC(=O)NC=1C=C2CCN(C2=CC1)CC1=CC=C(C=C1)F